NCCOCCOCCOCCOCCOC1=CC=C(C(=O)C2=C(C(=CN2C)C(=O)NC(=CC(=O)N)C2=CC(=CC=C2)Cl)C2=C(C(=CC=C2F)F)C)C=C1 (3S)-3-[(5-{4-[(14-amino-3,6,9,12-tetraoxatetradecan-1-yl)oxy]benzoyl}-4-(3,6-difluoro-2-methylphenyl)-1-methylpyrrol-3-yl)formamido]-3-(3-chlorophenyl)propenamide